C(C(=C)C)(=O)N1C(=C(C2=C1C=CC=C2)C2=CC=CC=C2)C2=CC=CC=C2 N-methacryloyl-2,3-diphenylbenzazole